3-(3-(3-chlorobenzyl)phenyl)-3-(3-(4-hydroxy-1,5-dimethyl-2-oxo-1,2-dihydropyridin-3-yl)ureido)propanoic acid ClC=1C=C(CC=2C=C(C=CC2)C(CC(=O)O)NC(=O)NC=2C(N(C=C(C2O)C)C)=O)C=CC1